COC1=CC=C(C=N1)[C@H](CC(=O)O)C=1SC(=CN1)CCCCC1=NC=2NCCCC2C=C1 (S)-3-(6-methoxypyridin-3-yl)-3-(5-(4-(5,6,7,8-tetrahydro-1,8-naphthyridin-2-yl)butyl)thiazol-2-yl)propanoic acid